1-(2-cyclohexylcyclopropyl)-3-[[2-(oxan-4-yloxy)pyridin-4-yl]methyl]urea C1(CCCCC1)C1C(C1)NC(=O)NCC1=CC(=NC=C1)OC1CCOCC1